methacryloxyethyl-triphenyl-phosphonium bromide [Br-].C(C(=C)C)(=O)OCC[P+](C1=CC=CC=C1)(C1=CC=CC=C1)C1=CC=CC=C1